BrC1=C2C=C(N(C2=CC=C1)C)CC 4-Bromo-2-ethyl-1-methyl-1H-indole